sulfonyl-6-[3-[(2,2,3,3-tetramethylcyclopropyl)methoxy]pyrazol-1-yl]pyridine-3-carboxamide S(=O)(=O)=NC(=O)C=1C=NC(=CC1)N1N=C(C=C1)OCC1C(C1(C)C)(C)C